ClC1=NC=NC=C1OC1=C(C(=O)N(C(C)C)CC)C=C(C=C1)F ((4-chloropyrimidin-5-yl)oxy)-N-ethyl-5-fluoro-N-isopropylbenzamide